ClC=1C=C(C=CC1N1CCN(CC1)C(C(C)(C)C)=O)NC(CC1=CC=CC=C1)=O N-(3-chloro-4-[4-(2,2-dimethylpropanoyl)-1-piperazinyl]phenyl)-2-phenylacetamide